4-(3-((5-bromo-2-((3-methyl-1-(8-methyl-8-azabicyclo[3.2.1]octan-3-yl)-1H-pyrazol-4-yl)amino)pyrimidin-4-yl)amino)propyl)-1-methyl-1,4-diazepan-5-one BrC=1C(=NC(=NC1)NC=1C(=NN(C1)C1CC2CCC(C1)N2C)C)NCCCN2CCN(CCC2=O)C